NC1=NC=2C=C(C(=CC2C2=C1C=NN2C)C(=O)N2N(CCC2)C2=NC=C(C=C2F)C2CCN(CC2)C)C (4-amino-1,7-dimethyl-1H-pyrazolo[4,3-c]quinolin-8-yl)(2-(3-fluoro-5-(1-methylpiperidin-4-yl)pyridin-2-yl)pyrazolidin-1-yl)methanone